CN(C/C=C/C(=O)N1CCOC2=C3C(=NC=NC3=CC=C21)NC2=CC=C(C=C2)OC2=CC(=CC=C2)F)C (E)-4-(dimethylamino)-1-(10-((4-(3-fluorophenoxy)phenyl)amino)-2,3-dihydro-4H-[1,4]oxazino[2,3-f]quinazolin-4-yl)but-2-en-1-one